dimercaptoSuccinic Acid C(C(S)C(S)C(=O)O)(=O)O